6-fluoro-3,4-dihydroquinoxalin-2(1H)-one FC=1C=C2NCC(NC2=CC1)=O